2-(4-methoxyanilino)-2-oxo-acetic acid COC1=CC=C(NC(C(=O)O)=O)C=C1